3-methyl-4-nitro-5-(1,3,4-triphenyl-4,5-dihydro-1H-pyrazol-5-yl)isoxazole CC1=NOC(=C1[N+](=O)[O-])C1C(C(=NN1C1=CC=CC=C1)C1=CC=CC=C1)C1=CC=CC=C1